N(N)C1=CC=NC=C1C(=O)ON1C(CCC1=O)=O Succinimidyl 4-hydrazinonicotinate